O1C=C(C=C1)C1=CC=C(N=N1)N 6-(Furan-3-yl)pyridazin-3-amine